8-(oxetan-3-yl)hexahydro-1H-pyrazino[1,2-a]pyrazin O1CC(C1)N1CC2N(CCNC2)CC1